C(C)(C)NC=1SC=C(N1)C 2-(isopropylamino)-4-methyl-thiazol